C(C)(C)(C)OC(=O)N1CC(CC1)(OC1=NC=CC=C1)C.CC1(CNCC1)OC1=NC=CC=C1 2-[(3-methylpyrrolidin-3-yl)oxy]pyridine tert-butyl-3-methyl-3-(pyridin-2-yloxy)pyrrolidine-1-carboxylate